C(C)C(CC)NC=1C=C(C=2N(N1)C(=NN2)C(C)C)NCCCC2=CC=NC=C2 N6-(1-ethylpropyl)-3-isopropyl-N8-[3-(4-pyridyl)propyl]-[1,2,4]triazolo[4,3-b]pyridazine-6,8-diamine